BrC1=C(C=C2C(N(C(C2=C1)=O)C1C(NC(CC1)=O)=O)=O)CN1C2CN(CC1CC2)C2=CC=C(N=N2)C(=O)NC2CCC(CC2)OC2=CC(=C(C=C2)C#N)Cl 6-(8-((6-bromo-2-(2,6-dioxopiperidin-3-yl)-1,3-dioxoisoindolin-5-yl)methyl)-3,8-diazabicyclo[3.2.1]octan-3-yl)-N-((1r,4r)-4-(3-chloro-4-cyanophenoxy)cyclohexyl)pyridazine-3-carboxamide